5-Methyl-1-(1-((4'-(methylsulfonamido)-[1,1'-biphenyl]-4-yl)methyl)-1H-indol-5-yl)-1H-pyrazol-3-carboxamid CC1=CC(=NN1C=1C=C2C=CN(C2=CC1)CC1=CC=C(C=C1)C1=CC=C(C=C1)NS(=O)(=O)C)C(=O)N